ClC1=CC=CC=2N(CC(OC21)C)C(=O)C2=CC(=CC=C2)C=2OC(=NN2)COC (8-Chloro-2,3-dihydro-2-methyl-4H-1,4-benzoxazin-4-yl)[3-[5-(methoxymethyl)-1,3,4-oxadiazol-2-yl]phenyl]methanone